COC(C1=C(C=CC(=C1)Br)OCC1CCN(CC1)C)=O 5-bromo-2-((1-methylpiperidin-4-yl)methoxy)benzoic acid methyl ester